3-(3-tert-butylcyclohexyl)propanal C(C)(C)(C)C1CC(CCC1)CCC=O